C(CC)C1=CC=C(C=C1)C1=CC2=C(C3=C(S2)C=C(S3)C3=CC=C(C=C3)CCC)S1 2,6-bis(4-propylphenyl)-dithieno[3,2-b:2',3'-d]thiophene